NC=1SC2=C(N1)C(=CC=C2F)C2=C(C=C1C(=C(C=NC1=C2F)C#N)N2CCN(CC2)C(C(=C)F)=O)Cl 7-(2-amino-7-fluorobenzo[d]thiazol-4-yl)-6-chloro-8-fluoro-4-(4-(2-fluoroacryloyl)piperazin-1-yl)quinoline-3-carbonitrile